3-CHLORO-5-METHYLPYRIDINE-4-BORONIC ACID ClC=1C=NC=C(C1B(O)O)C